(1R,3S)-3-(4-bromo-1H-benzo[d]imidazol-1-yl)cyclohexan-1-amine BrC1=CC=CC=2N(C=NC21)[C@@H]2C[C@@H](CCC2)N